2-methyl-2-[5-[(3R)-3-amino-5,5,7-trifluoro-2-oxo-1-[[4-[1-(trifluoromethyl)pyrazol-4-yl]phenyl]methyl]-3,4-dihydro-1-benzazepin-8-yl]-1,3,4-oxadiazol-2-yl]propanenitrile CC(C#N)(C)C=1OC(=NN1)C1=CC2=C(C(C[C@H](C(N2CC2=CC=C(C=C2)C=2C=NN(C2)C(F)(F)F)=O)N)(F)F)C=C1F